C(C)(C)(C)C1=C(C(=C2C=C(C(C2=C1)[Si](C1C(=C(C(=C1C)C)C)C)(C)C)C)C1=C(C=CC=C1)C)OC (6-(Tert-butyl)-5-methoxy-2-methyl-4-(o-tolyl)-1H-inden-1-yl)dimethyl(2,3,4,5-tetramethylcyclopenta-2,4-dien-1-yl)silane